3,6-octanedione CCC(CCC(CC)=O)=O